(tert-butoxycarbonyl)-4,4-dimethylpyrrolidine-3-carboxylic acid C(C)(C)(C)OC(=O)N1CC(C(C1)(C)C)C(=O)O